2'-chloro-3'-fluoro-N-(5-(((1s,4s)-4-(hydroxymethyl)cyclohexyl)oxy)-1,3,4-thiadiazol-2-yl)-5'-methoxy-6-methyl-[4,4'-bipyridine]-3-carboxamide ClC1=NC=C(C(=C1F)C1=C(C=NC(=C1)C)C(=O)NC=1SC(=NN1)OC1CCC(CC1)CO)OC